4-(((6-(4-fluorophenyl)-4-((1-(2-(trifluoromethyl)pyrimidin-5-yl)ethyl)amino)quinazolin-8-yl)oxy)methyl)piperidine-4-carboxylic acid hydrochloride Cl.FC1=CC=C(C=C1)C=1C=C2C(=NC=NC2=C(C1)OCC1(CCNCC1)C(=O)O)NC(C)C=1C=NC(=NC1)C(F)(F)F